5-(2-chlorobenzoyl)amino-3-(1-isobutyl-1,2,3,6-tetrahydropyridin-4-yl)-1H-indole ClC1=C(C(=O)NC=2C=C3C(=CNC3=CC2)C=2CCN(CC2)CC(C)C)C=CC=C1